6-(3-amino-2-(4-methylpyridin-1-yl)phenyl)-5-(3-fluoro-4-((6-methylpiperazin-2-yl)oxy)phenyl)-7,8-dihydro-6H-imidazo[1',2':1,5]pyrrolopyrrole NC=1C(=C(C=CC1)C1NC2CC3=C(C=CN3)N2C1C1=CC(=C(C=C1)OC1NC(CNC1)C)F)N1CC=C(C=C1)C